ClC=1C=C(NC2(CCC3(C(=CC4=CC(=C(C=C34)OCC)C)C[C@H](CO)C)CC2)C(=O)OC)C=CC1 methyl (1r,4R)-4-(3-chloroanilino)-6'-ethoxy-2'-[(2R)-3-hydroxy-2-methylpropyl]-5'-methylspiro[cyclohexane-1,1'-indene]-4-carboxylate